C(C(C(=O)[O-])=CC1=CC=C(C=C1C(C)(C)C)C)C(C(=O)[O-])=CC1=CC=C(C=C1C(C)(C)C)C 2,2'-methylenebis(4-methyl-6-tert-butylphenyl acrylate)